8-Benzyl-12-propyl-4-oxa-8,12-diazadispiro[2.1.5.3]tridecan-13-on C(C1=CC=CC=C1)N1CCC2(OC3(CC3)C(N(C2)CCC)=O)CC1